COC(=O)C1=NC=C(C=C1)CBr methyl-5-bromomethylpyridine-2-carboxylate